C1(CC1)C1=C(C=CC=C1)C1NCCC1C#C 2-(2-cyclopropylphenyl)-3-ethynylpyrrolidine